ClC=1C=C2C=C(NC2=CC1C1=NC=C(N=C1)OC)CNC(OC)=O methyl {[5-chloro-6-(5-methoxy-2-pyrazinyl)-2-indolyl]methyl}carbamate